2-Acetyl-4-(dimethylamino)-1,2-dihydrobenzo[g]phthalazine-1-carbonitrile C(C)(=O)N1N=C(C=2C=C3C(=CC2C1C#N)C=CC=C3)N(C)C